C(C=C)[Ti] Allyltitanium